N-[5-(2,6-difluoro-4-methoxyphenyl)-2-[6-(2,2-dimethylpropanamido)pyridin-2-yl]-1-methyl-3-oxo-2,3-dihydro-1H-pyrazol-4-yl]-4-(difluoromethoxy)benzamide FC1=C(C(=CC(=C1)OC)F)C1=C(C(N(N1C)C1=NC(=CC=C1)NC(C(C)(C)C)=O)=O)NC(C1=CC=C(C=C1)OC(F)F)=O